Cl.CC\1CNCC/C1=C\C(=O)OC methyl (E)-2-(3-methylpiperidin-4-ylidene)acetate Hydrochloride